5-(3-chloroimidazo[1,2-a]pyrimidin-6-yl)-N-(trans-4-(difluoromethoxy)cyclohexyl)pyrrolo[2,1-f][1,2,4]triazin-2-amine ClC1=CN=C2N1C=C(C=N2)C=2C=CN1N=C(N=CC12)N[C@@H]1CC[C@H](CC1)OC(F)F